COC=1C=C(C=CC1)CNCC1=CC(=NC=C1)N1CCCCC1 1-(3-methoxyphenyl)-N-[[2-(1-piperidinyl)-4-pyridinyl]methyl]-methanamine